2-((3-bromo-5-fluorophenoxy)methyl)oxirane BrC=1C=C(OCC2OC2)C=C(C1)F